(S)-2-Amino-6-(2-hydroxyethyl)-7-oxo-6-phenyl-4,5,6,7-tetrahydrobenzo[b]thiophene-3-carboxamide NC1=C(C2=C(S1)C([C@](CC2)(C2=CC=CC=C2)CCO)=O)C(=O)N